3-(1-(4-(5-(Difluoromethyl)-1,3,4-oxadiazol-2-yl)-2-fluorobenzyl)-2-oxo-1,4-dihydroquinazolin-3(2H)-yl)azetidine-1-carboxylic acid tert-butyl ester C(C)(C)(C)OC(=O)N1CC(C1)N1C(N(C2=CC=CC=C2C1)CC1=C(C=C(C=C1)C=1OC(=NN1)C(F)F)F)=O